5-(4-cyclopropyl-1H-imidazol-1-yl)-2-fluoro-4-(trifluoromethyl)benzoyl chloride C1(CC1)C=1N=CN(C1)C=1C(=CC(=C(C(=O)Cl)C1)F)C(F)(F)F